(3R)-N-[2,4-difluoro-3-[8-methyl-2-[3-(methylamino)propylamino]-7-oxopyrido[2,3-d]pyrimidin-6-yl]phenyl]-3-fluoropyrrolidine-1-sulfonamide hydrochloride Cl.FC1=C(C=CC(=C1C1=CC2=C(N=C(N=C2)NCCCNC)N(C1=O)C)F)NS(=O)(=O)N1C[C@@H](CC1)F